(2R,3S)-4-[({2-[(5-bromoquinoxalin-6-yl)amino]-4,5-dihydroimidazol-1-yl}carbonyloxy)methoxy]-3-ethyl-2-[(3-methylimidazol-4-yl)methyl]-4-oxobutyl (9Z)-octadec-9-enoate C(CCCCCCC\C=C/CCCCCCCC)(=O)OC[C@@H]([C@@H](C(=O)OCOC(=O)N1C(=NCC1)NC=1C(=C2N=CC=NC2=CC1)Br)CC)CC=1N(C=NC1)C